C(=C)C1=C(C(N(C=2N=C(N=CC21)NC2=C(C=CC=C2)OC)C2=CC=CC=C2)=O)C#N 5-ethenyl-2-[(2-methoxyphenyl)amino]-7-oxo-8-phenylpyrido[2,3-d]pyrimidine-6-carbonitrile